2,2'-dihydroxy-3,3',5,5'-tetrachlorodiphenyl sulfide C1=C(C=C(C(=C1SC2=C(C(=CC(=C2)Cl)Cl)O)O)Cl)Cl